FC1=C(C=C2C=CN(C(C2=C1)=O)CCC[C@@H](NC=1C=NNC(C1C(F)(F)F)=O)C=1OC(=NN1)C)C1=NC=C(C=N1)C(F)(F)F 7-fluoro-2-[(4R)-4-(5-methyl-1,3,4-oxadiazol-2-yl)-4-[[6-oxo-5-(trifluoromethyl)-1H-pyridazin-4-yl]amino]butyl]-6-[5-(trifluoromethyl)pyrimidin-2-yl]isoquinolin-1-one